CS(=O)\C=C/[C@@H](C)NC(OC(C)(C)C)=O tert-butyl ((2R,Z)-4-(methylsulfinyl)but-3-en-2-yl)carbamate